(E)-4-(methoxy(methyl)amino)but-2-enoic acid CON(C/C=C/C(=O)O)C